CCCCCCCC/C=C\\CCCCCCCCOCC(=O)COP(=O)([O-])[O-] The molecule is a 1-alkylglycerone 3-phosphate(2-) obtained by deprotonation of the phosphate OH groups of 1-oleylglycerone 3-phosphate; major species at pH 7.3. It is a conjugate base of a 1-oleylglycerone 3-phosphate.